1-cyclopropyl-4-oxocyclohexane-1-carbonitrile C1(CC1)C1(CCC(CC1)=O)C#N